2-[7-isopropyl-4-(1-methoxyvinyl)-1-oxo-pyrrolo[1,2-d][1,2,4]triazin-2-yl]-N-pyrimidin-4-yl-acetamide C(C)(C)C=1C=C2N(C(=NN(C2=O)CC(=O)NC2=NC=NC=C2)C(=C)OC)C1